FC(C1=CC=C(C(=O)ON=C2CC(C2)CC2=CC=CC=C2)C=C1)(F)F 3-benzylcyclobutan-1-one O-(4-(trifluoromethyl)benzoyl) oxime